C1NCC(C2=CC=CC=C12)N 1,2,3,4-tetrahydroisoquinolin-4-amine